C[N+]1(C(COCC1)=O)[O-] N-methyl-morpholinone oxide